ClC1=CC(=C2C(=N1)C(=NN2C2OCCCC2)C2CCC2)CN2CCCC2 chloro-3-cyclobutyl-7-(pyrrolidin-1-ylmethyl)-1-(tetrahydro-2H-pyran-2-yl)-1H-pyrazolo[4,3-b]pyridine